C(C)C1=NC2=CC=CC=C2C(=C1C)N 2-ethyl-3-methylquinolin-4-amine